ClC=1SC=C(N1)CCl 2-Chloro-4-(chloromethyl)-1,3-thiazole